ClCC(=O)NC1=CC(=C(C=C1)F)OC 2-chloro-N-(4-fluoro-3-methoxy-phenyl)acetamide